N1C=C(C2=CC=CC=C12)C1(CC1)C#N 1-(1H-indol-3-yl)cyclopropane-1-carbonitrile